ClCC(=O)N(C1=CC=C(C=C1)F)C1=CC2=C(OCCO2)C=C1 2-chloro-N-(2,3-dihydrobenzo[b][1,4]dioxin-6-yl)-N-(4-fluorophenyl)acetamide